C(C)C([C@H](NC1CCC(CC1)CC1CCC(CC1)N[C@@H](C(C(=O)O)(CC)CC)C(=O)O)C(=O)O)(C(=O)O)CC tetraethyl-N,N'-[methylenebis(cyclohexane-4,1-diyl)]bis(aspartic acid)